NC1=NN2C(N=CC(=C2)F)=C1C(=O)NC=1C=NC=CC1O[C@H]1CN2CCC1CC2 (R)-2-amino-6-fluoro-N-(4-(quinuclidin-3-yloxy)pyridin-3-yl)pyrazolo[1,5-a]pyrimidine-3-carboxamide